O=C1NC(CCC1N1C(N(C2=C1C=CC(=C2)C#CCCN2CCOC1(CN(C1)C(=O)OC(C)(C)C)C2)C)=O)=O Tert-butyl 8-(4-(1-(2,6-dioxopiperidin-3-yl)-3-methyl-2-oxo-2,3-dihydro-1H-benzo[d]imidazol-5-yl)but-3-yn-1-yl)-5-oxa-2,8-diazaspiro[3.5]nonane-2-carboxylate